CC(C)N1N=CC(=C1)B1OC(C(O1)(C)C)(C)C 1-propan-2-yl-4-(4,4,5,5-tetramethyl-1,3,2-dioxaborolan-2-yl)pyrazole